CC1=C(C(=O)N2CCCC(C2=N1)O)CCN3CCC(CC3)C4=NOC5=C4C=CC(=C5)F 6,7,8,9-tetrahydro-3-(2-(4-(6-fluoro-1,2-benzisoxazol-3-yl)-1-piperidinyl)ethyl)-9-hydroxy-2-methyl-4H-pyrido[2,1-a]Pyrimidin-4-one